N-[[4-(4-amino-1-cyclopentyl-pyrazolo[3,4-D]pyrimidin-3-yl)phenyl]methyl]-2-methoxy-5-(trifluoromethyl)benzamide NC1=C2C(=NC=N1)N(N=C2C2=CC=C(C=C2)CNC(C2=C(C=CC(=C2)C(F)(F)F)OC)=O)C2CCCC2